ClC1=NC(=CC(=C1C(=O)NC=1SC(=NN1)OCC1CCC(CC1)O)C1=C(C=NC=C1OC)F)C chloro-3'-fluoro-N-(5-(((1r,4r)-4-hydroxycyclohexyl)methoxy)-1,3,4-thiadiazol-2-yl)-5'-methoxy-6-methyl-(4,4'-bipyridine)-3-carboxamide